C(C)(C)(C)OC(=O)N[C@@H](C)C1=NC(=NN1C=1SC(=CN1)C(=O)N1CCOCC1)N(C(OC(C)(C)C)=O)C tert-butyl N-[5-[(1S)-1-(tert-butoxycarbonylamino)ethyl]-1-[5-(morpholine-4-carbonyl)thiazol-2-yl]-1,2,4-triazol-3-yl]-N-methyl-carbamate